(S)-N-((S)-1,1-difluoro-3-hydroxypropan-2-yl)-2-methylpropan-2-sulfinamide FC([C@H](CO)N[S@@](=O)C(C)(C)C)F